16a-hydroxyestradiol CC12CCC3C(C1CC(C2O)O)CCC4=C3C=CC(=C4)O